6-[1-(2-fluoro-6-methyl-phenyl)-piperidin-4-yl]-1-(2-fluoro-2-methyl-propyl)-4-(2-trifluoromethyl-benzyl)-1,4,6,7-tetrahydro-pyrazolo[4,3-d]pyrimidin-5-one FC1=C(C(=CC=C1)C)N1CCC(CC1)N1C(N(C2=C(C1)N(N=C2)CC(C)(C)F)CC2=C(C=CC=C2)C(F)(F)F)=O